C(=O)C1=COC2=C(C=CC=C2C1=O)OC 3-FORMYL-8-METHOXYCHROMONE